5-Methyl-1-(6-methyl-3-pyridinyl)-4-[2-(3-pyridinyl)ethynyl]imidazole-2-carboxamide CC1=C(N=C(N1C=1C=NC(=CC1)C)C(=O)N)C#CC=1C=NC=CC1